ClC1=C(CB(O)O)C=CC=C1 (2-chlorobenzyl)boronic acid